2-(1,2,5-thiadiazol-3-yl)acetonitrile S1N=C(C=N1)CC#N